(R)-(8-methyl-3-(quinolin-2-yl)-5,6-dihydro-[1,2,4]triazolo[4,3-a]pyrazin-7(8H)-yl)(4-(thiophen-2-yl)phenyl)methanone C[C@@H]1C=2N(CCN1C(=O)C1=CC=C(C=C1)C=1SC=CC1)C(=NN2)C2=NC1=CC=CC=C1C=C2